ethyl cyclohexyl-carboxylate C1(CCCCC1)C(=O)OCC